C(CC(=O)[O-])[C@@H](C(=O)[O-])[NH3+] The molecule is an alpha-amino-acid anion that is the conjugate base of L-glutamic acid, having anionic carboxy groups and a cationic amino group It has a role as a human metabolite, a Saccharomyces cerevisiae metabolite and an EC 6.3.1.2 (glutamate--ammonia ligase) inhibitor. It is a glutamate(1-) and a polar amino acid zwitterion. It is a conjugate base of a L-glutamic acid. It is a conjugate acid of a L-glutamate(2-). It is an enantiomer of a D-glutamate(1-).